6-(1,4-dimethyl-1H-1,2,3-triazol-5-yl)-2-(2,5-dimethyl-1H-pyrrol-1-yl)-7-methoxythiazolo[4,5-c]pyridine CN1N=NC(=C1C1=C(C2=C(C=N1)N=C(S2)N2C(=CC=C2C)C)OC)C